C1(CC1)C=1N=NN(C1)[C@@H](C(=O)N1C(CC(C1)O)C(=O)NC1C(C(C1)O)N1N=CC=C1)C(C)(C)C 1-[(2R)-2-(4-cyclopropyl-triazol-1-yl)-3,3-dimethyl-butyryl]-4-hydroxy-N-(3-hydroxy-2-pyrazol-1-yl-cyclobutyl)pyrrolidine-2-carboxamide